8-(3-(1H-1,2,3-triazol-1-yl)azetidin-1-yl)-5-isopropylisoquinolin N1(N=NC=C1)C1CN(C1)C=1C=CC(=C2C=CN=CC12)C(C)C